N-(4-(4-amino-6-(3-methoxy-4-((4-methylpyrimidin-2-yl)oxy)phenyl)-7-methyl-7H-pyrrolo[2,3-d]pyrimidin-5-yl)phenyl)acrylamide NC=1C2=C(N=CN1)N(C(=C2C2=CC=C(C=C2)NC(C=C)=O)C2=CC(=C(C=C2)OC2=NC=CC(=N2)C)OC)C